N-(4-(1-(cyclopropanecarbonyl)indolin-5-yl)-5-methylthiazol-2-yl)-2-(3-(2-(2-(2-(2,6-dioxopiperidin-3-yl)-1,3-dioxoisoindolin-5-ylamino)ethoxy)ethoxy)-4-fluorophenyl)acetamide C1(CC1)C(=O)N1CCC2=CC(=CC=C12)C=1N=C(SC1C)NC(CC1=CC(=C(C=C1)F)OCCOCCNC=1C=C2C(N(C(C2=CC1)=O)C1C(NC(CC1)=O)=O)=O)=O